bis-trifluoromethylperoxide FC(F)(F)OOC(F)(F)F